CC(C)(C1=CC=CC=C1)NC(=O)C1=NN(C2=CC=CC=C12)CC1CCOCC1 N-(1-methyl-1-phenylethyl)-1-(4-tetrahydropyranylmethyl)indazole-3-carboxamide